C(CCC)[C@]1(CS(C2=C(N(C1)C1=CC=CC=C1)C=C(C(=C2)O\C=C(\C(=O)O)/F)SC)(=O)=O)CC (R)-(Z)-3-((3-butyl-3-ethyl-7-(methylsulfanyl)-1,1-dioxido-5-phenyl-2,3,4,5-tetrahydro-1,5-benzothiazepin-8-yl)oxy)-2-fluoroacrylic acid